[Na+].C(C)OS(=O)(=O)[O-] ethoxysulfonate sodium salt